2,4-dimethyl-bis(hydroxyphenyl)triazine tert-butyl-N-[2-chloro-6-nitro-4-(3-pyridyloxy)phenyl]-N-methyl-carbamate C(C)(C)(C)OC(N(C)C1=C(C=C(C=C1[N+](=O)[O-])OC=1C=NC=CC1)Cl)=O.CN1NC(=C(C(=N1)C)C1=C(C=CC=C1)O)C1=C(C=CC=C1)O